C1CC(CC12CCNCC2)N2CC1(COC1)C2 6-(8-azaspiro[4.5]dec-3-yl)-2-oxa-6-azaspiro[3.3]heptane